ClC1=CC=C(C=C1)C1=CC(=NC(=N1)C=1C=NN(C1)C)N1C[C@@H](CC1)C(=O)O (R)-1-(6-(4-chlorophenyl)-2-(1-methyl-1H-pyrazol-4-yl)pyrimidin-4-yl)pyrrolidine-3-carboxylic acid